4-oxo-pyridine-2-carboxylate O=C1CC(=NC=C1)C(=O)[O-]